N[C@@](C(=O)O)(CCCCB(O)O)C1CC2CCC(C1)N2CC2=CC=C(C=C2)Cl (2S)-2-amino-6-borono-2-(8-(4-chlorobenzyl)-8-azabicyclo[3.2.1]octan-3-yl)hexanoic acid